1-[5-chloro-2-(4-morpholinoanilino)pyrimidin-4-yl]-3-methyl-indol-5-amine ClC=1C(=NC(=NC1)NC1=CC=C(C=C1)N1CCOCC1)N1C=C(C2=CC(=CC=C12)N)C